(S)-5,7-dihydrospiro[cyclopenta[b]pyridin-6,4'-piperidin]-5-amine hydrochloride Cl.N1CCC2(CC1)[C@@H](C=1C(=NC=CC1)C2)N